2-isopropylidene malonate C1(CC(=O)OC(C)(C)O1)=O